FC(CC(F)(F)F)OC(C=C)=O acrylic acid tetrafluoropropyl ester